C(C)OC(C(CC(F)(F)F)N=C(C1=CC=CC=C1)C1=CC=CC=C1)=O 2-(Diphenylmethyleneamino)-4,4,4-trifluorobutanoic acid ethyl ester